7-bromo-4-chloro-2,2-dimethyl-2H-benzo[e][1,3]oxazine BrC1=CC2=C(C(=NC(O2)(C)C)Cl)C=C1